5-(2-chloro-8-fluoro-4-methyl-6-(trifluoromethyl)quinolin-3-yl)-3-methyl-1,2,4-oxadiazole ClC1=NC2=C(C=C(C=C2C(=C1C1=NC(=NO1)C)C)C(F)(F)F)F